C(C(O)C)(=O)O.[N+](=O)([O-])C1=C(C=CC=C1)N1C(=CC=C1)C=CC=NN\C(=N\[H])\N (E)-N-[1-(2-nitrophenyl)-1H-pyrrole-2-yl-allylideneamino]-guanidine DL-lactic acid salt